C1(CCCCC1)[NH3+].N(=[N+]=[N-])[C@H](C(=O)[O-])CC1=CC=C(C=C1)OC(C)(C)C (S)-2-azido-3-(4-tert-butoxyphenyl)propionic acid cyclohexylammonium salt